3-butyl-7-chloro-3-ethyl-8-hydroxy-5-phenyl-2,3,4,5-tetrahydro-1,5-benzothiazepine 1,1-dioxide C(CCC)C1(CS(C2=C(N(C1)C1=CC=CC=C1)C=C(C(=C2)O)Cl)(=O)=O)CC